3-(2-pyrimidinyl)thiourea N1=C(N=CC=C1)NC(N)=S